C(C)C=1N=C(NC(C1F)=O)C=1C(=C(CC2N(CCC(C2)C(=O)N)C2=NC=C(C=C2)OC(F)(F)F)C=CC1C(F)(F)F)F [3-(4-ethyl-5-fluoro-6-oxo-1,6-dihydropyrimidin-2-yl)-2-fluoro-4-(trifluoromethyl)benzyl]-1-[5-(trifluoromethoxy)pyridin-2-yl]piperidine-4-carboxamide